C(C)(C)(C)OC(=O)N1CCN(CC1)S(=O)(=O)C1=CC=C(N=N1)NC(=O)[C@@H]1COCCN1CC(=O)O (S)-2-(3-((6-((4-(tert-butoxycarbonyl)piperazin-1-yl)sulfonyl)pyridazin-3-yl)carbamoyl)morpholino)acetic acid